FC1=C(OC2=C3C(=NC=C2)NC=C3C3=C(C=C(C#N)C=C3)F)C(=CC(=C1)NC=1OC[C@@](CN1)(C)CO)F |r| (+/-)-4-[4-(2,6-difluoro-4-{[5-(hydroxymethyl)-5-methyl-5,6-dihydro-4H-1,3-oxazin-2-yl]amino}phenoxy)-1H-pyrrolo[2,3-b]pyridin-3-yl]-3-fluorobenzonitrile